FC1=CC=2N(C=C1C(C)C)C=CN2 7-fluoro-6-isopropylimidazo[1,2-a]pyridine